CN(C1=CC=C(C=C1)\C=C\C(=O)C1=C(C(=C(C=C1)OC)CN1C(CNCC1)CC1=CC=CC=C1)O)C 4-dimethylamino-2'-hydroxy-4'-methoxy-3'-(benzylpiperazin-1-yl)methyl-chalcone